4-bromo-2,5,β-trimethoxy-phenethylamine BrC1=CC(=C(C(CN)OC)C=C1OC)OC